1-(3-Chloro-2-fluorophenyl)-N-(2,2-difluoroethyl)-2-methyl-propan-1-amine ClC=1C(=C(C=CC1)C(C(C)C)NCC(F)F)F